C12(CC3CC(CC(C1)C3)C2)CN2N=CC(=C2C)C2=C(C=3N(C=C2)C(=CN3)C3=NC(=C(N=C3)NC=3SC2=C(N3)C=CC=C2)OC)C(=O)O 7-(1-(adamantan-1-ylmethyl)-5-methyl-1H-pyrazol-4-yl)-3-(5-(benzo[d]thiazol-2-ylamino)-6-methoxypyrazin-2-yl)imidazo[1,2-a]pyridine-8-carboxylic acid